C(C=C)(=O)OCCOC1=CC2=CC=CC=C2C=C1 (2-naphthyloxy)-ethyl acrylate